CC1=CNC2=CN=CC(=C21)C=2C=C1CCN(CC1=CC2)CCCCCCCC(=O)O 8-(6-(3-methyl-1H-pyrrolo[2,3-c]pyridin-4-yl)-3,4-dihydroisoquinolin-2(1H)-yl)octanoic acid